3'-(9H-carbazol-9-yl)-3,5-bis(3,6-dimethyl-9H-carbazol-9-yl)-[1,1'-biphenyl] C1=CC=CC=2C3=CC=CC=C3N(C12)C=1C=C(C=CC1)C1=CC(=CC(=C1)N1C2=CC=C(C=C2C=2C=C(C=CC12)C)C)N1C2=CC=C(C=C2C=2C=C(C=CC12)C)C